tert-butyl 4-(3-((5-cyano-4-(4-fluorophenyl-2,3,5,6-d4)thiazol-2-yl)amino)-2-ethyl-6-fluoropyrazolo[1,5-a]pyridin-5-yl)piperazine-1-carboxylate C(#N)C1=C(N=C(S1)NC=1C(=NN2C1C=C(C(=C2)F)N2CCN(CC2)C(=O)OC(C)(C)C)CC)C2=C(C(=C(C(=C2[2H])[2H])F)[2H])[2H]